C(C)(C)(C)OC(=O)N1CCC(CC1)N1N=C(C=C1)C(=O)OC(C)(C)C.ClCO[Si](OC)(OC)CCC chloro-propyl-trimethoxysilane tert-butyl-4-[3-(tert-butoxycarbonyl)pyrazol-1-yl]piperidine-1-carboxylate